oxamate phosphorus [P+3].C(C(=O)N)(=O)[O-].C(C(=O)N)(=O)[O-].C(C(=O)N)(=O)[O-]